C(C)OC1C(C1)N 2-ethoxy-cyclopropan-1-amine